[Si](C)(C)(C(C)(C)C)OC(CF)C1=CC=C(C=N1)NC(OCC1=CC=CC=C1)=O benzyl (6-(1-((tert-butyldimethylsilyl)oxy)-2-fluoroethyl)pyridin-3-yl)carbamate